N1(CCC1)CC=1NC(C=2SC(=C3OCC(CC1C32)(F)F)C=3C=NNC3)=O 7-(azetidin-1-ylmethyl)-10,10-difluoro-2-(1H-pyrazol-4-yl)-12-oxa-3-thia-6-azatricyclo[6.4.1.04,13]Tridec-1,4(13),7-trien-5-one